N-(3-Aminopyrazin-2-yl)sulfonyl-6-(3-fluoro-5-isopropoxyphenyl)-2-(2,4,6-trimethylphenoxy)pyridin-3-carboxamid NC=1C(=NC=CN1)S(=O)(=O)NC(=O)C=1C(=NC(=CC1)C1=CC(=CC(=C1)OC(C)C)F)OC1=C(C=C(C=C1C)C)C